beta-alanine fumarate C(\C=C\C(=O)O)(=O)O.NCCC(=O)O